C(#N)C1=CC=C(C=C1)S(=O)(=O)NC=1C=C(C=CC1F)C1=CC(=CC(=C1)F)OC(F)F 4-cyano-N-(3'-(difluoromethoxy)-4,5'-difluoro-[1,1'-biphenyl]-3-yl)benzenesulfonamide